CC1(CCC(CN1)NC1=NC=C(C(=N1)C1=CNC=2C(N(CCCC21)C2=CC=NC=C2)=O)C(F)(F)F)C 3-{2-[(6,6-dimethylpiperidin-3-yl)amino]-5-(trifluoromethyl)pyrimidin-4-yl}-7-(pyridin-4-yl)-1H,4H,5H,6H,7H,8H-pyrrolo[2,3-c]azepin-8-one